CN(C1=CC2=C(C(C=3C(=CC4=C(OCO4)C3)OC2)=O)C=C1F)C 8-(dimethylamino)-9-fluoro[2]benzoxepino[3,4-f]-1,3-benzodioxol-11(6H)-one